3-(2-(2-azabicyclo[3.1.0]hexan-2-yl)ethyl)-5-fluoro-1H-pyrrolo[2,3-b]pyridine C12N(CCC2C1)CCC1=CNC2=NC=C(C=C21)F